BrC=1C(=C(C=NC1)C1=NC2=C(N1)C=CC=C2C)Cl 2-(5-bromo-4-chloropyridin-3-yl)-4-methyl-1H-benzo[d]imidazole